The molecule is cinchonan or (8S)-cinchonan in which one of the hydrogens at position 9 is substituted by hydroxy. It derives from a hydride of an (8xi)-cinchonan. C=C[C@H]1CN2CC[C@H]1CC2C(C3=CC=NC4=CC=CC=C34)O